N[C@H](C=1N=C2N(N=C(C=C2)CC2(C(NCC(C2)(F)F)=O)C(=O)OC)C1)C1CCC(CC1)(F)F methyl 3-((2-((S)-amino(4,4-difluorocyclohexyl)methyl)imidazo[1,2-b]pyridazin-6-yl)methyl)-5,5-difluoro-2-oxopiperidine-3-carboxylate